C1(=CC=CC=C1)OC(=O)N1CCN(CC1)C1(COCC1)C1=CC=C(C=C1)Br 4-[3-(4-bromophenyl)tetrahydrofuran-3-yl]Piperazine-1-carboxylic acid phenyl ester